4,7-dibromo-5,6-dinitro-benzodiazole BrC1=C(C(=C(C2=C1C=NN2)Br)[N+](=O)[O-])[N+](=O)[O-]